FC1(CCC(CC1)C1=NOC(=N1)C1C2CNCC1C2)F 6-(3-(4,4-difluorocyclohexyl)-1,2,4-oxadiazol-5-yl)-3-azabicyclo[3.1.1]heptan